The molecule is a benzoic acid carrying a 4-trifluoromethyl substituent. It is a member of benzoic acids and a member of (trifluoromethyl)benzenes. C1=CC(=CC=C1C(=O)O)C(F)(F)F